CC1(CCN(CC1)C=1C=CC(N2C=C(C=C(C12)C(C)O)C)=O)C (4,4-dimethylpiperidin-1-yl)-9-(1-hydroxyethyl)-7-methyl-4H-quinolizin-4-one